CC1=CC=C(C=N1)N1N=CC=N1 6-methyl-3-(2H-1,2,3-triazol-2-yl)pyridin